((1R)-1-(3-(difluoro(tetrahydrofuran-2-yl)methyl)-2-fluorophenyl)ethyl)-7-methoxy-6-(2-methoxyethoxy)-2-methyl-quinazolin-4-amine FC(C=1C(=C(C=CC1)[C@H](C)C1=C2C(=NC(=NC2=CC(=C1OCCOC)OC)C)N)F)(C1OCCC1)F